C(C)(C)(C)OC(=O)NC1CC(C1)C(=O)OC methyl 3-((tert-butoxycarbonyl)amino)cyclobutanecarboxylate